4-neopentylpiperazin C(C(C)(C)C)N1CCNCC1